6-chloro-N-[5-(cyanomethoxy)-4,6-dimethoxy-pyrimidin-2-yl]-7-(2-pyrimidinyl)-1H-indole-3-sulfonic acid amide ClC1=CC=C2C(=CNC2=C1C1=NC=CC=N1)S(=O)(=O)NC1=NC(=C(C(=N1)OC)OCC#N)OC